NC1=NC=2C=C(C(=CC2C2=C1C=NN2C)C(=O)N(C)[C@@H]2COCC1=NC(=CC=C12)Br)C 4-amino-N-((5S)-2-bromo-5,8-dihydro-6H-pyrano[3,4-b]pyridin-5-yl)-N,1,7-trimethyl-1H-pyrazolo[4,3-c]quinoline-8-carboxamide